NC1=NC(=C(N=C1F)Br)F 2-amino-5-bromo-3,6-difluoropyrazine